3-chloro-4-(((3R,4S)-3-hydroxy-3-(hydroxymethyl)-4-((5-(trifluoromethyl)pyridin-2-yl)sulfonyl)pyrrolidin-1-yl)sulfonyl)benzonitrile ClC=1C=C(C#N)C=CC1S(=O)(=O)N1C[C@]([C@H](C1)S(=O)(=O)C1=NC=C(C=C1)C(F)(F)F)(CO)O